C(CCC(C)(C)C)(=O)OOC(C)(C)C tertiary-butyl peroxyneoheptanoate